ClC1=NC=CC=C1NC(=O)C1=CC2=C(N=C(S2)C)N1 N-(2-chloro-3-pyridyl)-2-methyl-4H-pyrrolo[2,3-d]thiazole-5-carboxamide